NC1=NC2=C(C=3N1N=C(N3)C=3OC=CC3)SC(N2CCN2CCN(CC2)C2=C(C=C(C(=O)O)C=C2)F)=O 4-(4-(2-(5-Amino-8-(furan-2-yl)-2-oxothiazolo[5,4-e][1,2,4]triazolo[1,5-c]pyrimidin-3(2H)-yl)ethyl)piperazin-1-yl)-3-fluorobenzoic acid